CCN(CC)CCNC(=O)C1=CC=C(C=C1)N The molecule is a benzamide that is 4-aminobenzamide substituted on the amide N by a 2-(diethylamino)ethyl group. It is a pharmaceutical antiarrhythmic agent used for the medical treatment of cardiac arrhythmias. It has a role as a sodium channel blocker, an anti-arrhythmia drug and a platelet aggregation inhibitor.